COCC1=C(C=CC(=N1)C=1N=NN(C1C(=O)O)C)NS(=O)(=O)C 4-(6-(methoxymethyl)-5-(methylsulfonylamino)pyridin-2-yl)-1-methyl-1H-1,2,3-triazole-5-carboxylic acid